ClCCCSC1=CC(=C(C=C1)[N+](=O)[O-])OC (3-chloropropyl)3-methoxy-4-nitrophenylsulfan